ClC1=CC=C(C=C1)S(=O)(=O)NCC1CCN(CC1)C(=O)N1CC2(C1)CC(C2)C2=NN=C(N2)C2CC2 4-chloro-N-[[1-[6-(5-cyclopropyl-4H-1,2,4-triazol-3-yl)-2-azaspiro[3.3]heptane-2-carbonyl]-4-piperidyl]methyl]benzenesulfonamide